1-[4-(Hydroxymethoxy)phenyl]-3-phenylprop-2-en-1-one OCOC1=CC=C(C=C1)C(C=CC1=CC=CC=C1)=O